C1(=CC=CC=C1)N1N=CC(=C1)C=1SC=C(N1)C(=O)NC1CC(C1)N 2-(1-phenyl-1H-pyrazol-4-yl)-N-[(1r,3r)-3-aminocyclobutyl]-1,3-thiazole-4-carboxamide